N-(1-((2-chloro-4-morpholinothieno[3,2-d]pyrimidin-6-yl)methyl)piperidin-4-yl)-N-methylmethanesulfonamide ClC=1N=C(C2=C(N1)C=C(S2)CN2CCC(CC2)N(S(=O)(=O)C)C)N2CCOCC2